BrC1=CC=C(C2=C1CN(S2(=O)=O)C)F 4-bromo-7-fluoro-2-methyl-2,3-dihydrobenzo[d]isothiazole 1,1-dioxide